COCCN(CC(C)C1=CC=C(C=C1)N(C1=CC=C(OC=2N=C(C3=C(N2)C=NC=C3)O)C=C1)C)C 2-{4-[(4-{2-[(2-methoxy-ethyl)-methyl-amino]-1-methyl-ethyl}-phenyl)-methyl-amino]-phenoxy}-pyrido[3,4-d]pyrimidin-4-ol